FC(C(=O)O)(F)F.C(CCCCCCC)N1C=NC=C1 1-octylimidazole trifluoroacetate